4-bromo-2-((R)-1-((S)-1-(4-methoxyphenyl)ethyl)pyrrolidin-2-yl)pyridine BrC1=CC(=NC=C1)[C@@H]1N(CCC1)[C@@H](C)C1=CC=C(C=C1)OC